[Pd](Cl)Cl.C(C)(C)(C)P(C1CCCC1)C(C)(C)C di-tert-butyl-(cyclopentyl)phosphine palladium dichloride